zinc-cobalt (III) [Co+3].[Zn+2]